O=C1NC([C@](N1)(C1=NC=CC=C1C(F)(F)F)CNC(=O)C1=NN(N=C1)C1=CC=C(C=C1)F)=O |r| rac-N-({2,5-dioxo-4-[3-(trifluoromethyl)pyridin-2-yl]imidazolidin-4-yl}methyl)-2-(4-fluorophenyl)-2H-1,2,3-triazole-4-carboxamide